CC1C(CCC=C1)(C)C trimethyl-3-cyclohexen